(2S,3R,4R,5S)-2-(fluoromethyl)-1-phenethyl-piperidine-3,4,5-triol FC[C@H]1N(C[C@@H]([C@H]([C@@H]1O)O)O)CCC1=CC=CC=C1